5-(cyclopropylamino)-5-oxopentanoate C1(CC1)NC(CCCC(=O)[O-])=O